C[C@@H]1N(C[C@@H](C1)OC1=CC=C2C(=N1)C=CS2)CC2=CN=C(S2)NC(C)=O N-(5-(((2S,4R)-2-methyl-4-(thieno[3,2-b]pyridin-5-yloxy)pyrrolidin-1-yl)methyl)thiazol-2-yl)acetamide